ClC1=CC=C(C=C1)[C@H](C([2H])([2H])C1=NOC(=N1)CN1C(N(C=C(C1=O)C)C)=O)O 3-({3-[(2S)-2-(4-chlorophenyl)-2-hydroxy(1,1-2H2)ethyl]-1,2,4-oxadiazol-5-yl}methyl)-1,5-dimethyl-1,2,3,4-tetrahydropyrimidine-2,4-dione